N-(2'-fluoro-4'-(1,1,1,3,3,3-hexafluoro-2-hydroxypropan-2-yl)-[1,1'-biphenyl]-4-yl)-3-hydroxy-2-(4-(methylsulfonyl)phenyl)propionamide FC1=C(C=CC(=C1)C(C(F)(F)F)(C(F)(F)F)O)C1=CC=C(C=C1)NC(C(CO)C1=CC=C(C=C1)S(=O)(=O)C)=O